5-bromo-2,7-dihydro-6H-pyrazolo[3,4-b]pyridin-6-one BrC1=CC=2C(NC1=O)=NNC2